C(C1=CC=CC=C1)N(CCC(=O)O)CCC(=O)OC(C)(C)C 3-(benzyl-(3-(tert-butoxy)-3-oxopropyl)amino)propanoic acid